FC1=C(C=O)C=CC(=C1C)OCC1(CC1)O[Si](CC)(CC)CC 2-Fluoro-3-methyl-4-{[1-(triethylsilyloxy)cyclopropyl]methoxy}-benzaldehyde